(2S)-3-(2-fluorophenyl)-2-[(5-methoxy-1-benzofuran-2-carbonyl)amino]propanoic acid FC1=C(C=CC=C1)C[C@@H](C(=O)O)NC(=O)C=1OC2=C(C1)C=C(C=C2)OC